N-((1R,2S)-2-phenylcyclopropyl)-3-((4-(pyrimidin-2-yl)phenyl)amino)benzamide C1(=CC=CC=C1)[C@H]1[C@@H](C1)NC(C1=CC(=CC=C1)NC1=CC=C(C=C1)C1=NC=CC=N1)=O